4-(difluoromethyl)-3-fluorophenol FC(C1=C(C=C(C=C1)O)F)F